COC1=CC(=CC(=C1)\C=C\C=C\C1=CC=CC=C1)OC 1,3-dimethoxy-5-((1E,3E)-4-phenyl-1,3-butadienyl)benzene